tert-Butyl (4R)-4-[(1S)-1-cyclopropyl-3-oxo-propyl]-2,2-dimethyl-oxazolidine-3-carboxylate C1(CC1)[C@H](CC=O)[C@H]1N(C(OC1)(C)C)C(=O)OC(C)(C)C